C(C1=CC=CC=C1)OC1=C(OCC(=O)OC(C)(C)C)C=C(C=C1)C(\C=C\C1=CC(=C(C=C1)OC)OC)=O tert-butyl (E)-2-(2-(benzyloxy)-5-(3-(3,4-dimethoxyphenyl)acryloyl)phenoxy)acetate